O1CCN(CC1)CCOC=1C=CC(=NC1)C=1C=CC=C2C(=NC(=NC12)NC1=CC=C(C=C1)N1CCOCC1)N 8-(5-(2-Morpholinoethoxy)pyridin-2-yl)-N2-(4-Morpholinophenyl)quinazoline-2,4-diamine